C1(=CC=CC=C1)[Se]C(C(=O)C1=CC=C(C(=O)OCC)C=C1)[Se]C1=CC=CC=C1 Ethyl 4-(2,2-bis(phenylselanyl)acetyl)benzoate